C(C(C)C)C=1C=CC(=C(C1)C1CCN(CC1)CC=1N=NC=CC1)C=1N=NNN1 3-[[4-[5-isobutyl-2-(2H-tetrazol-5-yl)-phenyl]-1-piperidyl]methyl]pyridazine